3-amino-N-((5-(2-((6-methoxy-2-methylquinazolin-4-yl)thio)acetyl)thiophen-2-yl)methyl)-3-methylbutanamide NC(CC(=O)NCC=1SC(=CC1)C(CSC1=NC(=NC2=CC=C(C=C12)OC)C)=O)(C)C